NC1CCN(CC1)C1=C(C=NC2=CC=C(C=C12)C1=C(C(=CC(=C1)C#N)F)NC(=O)NOC)C1=CC(=CC(=C1)C)F 1-{2-[4-(4-aminopiperidin-1-yl)-3-(3-fluoro-5-methylphenyl)quinolin-6-yl]-4-cyano-6-fluorophenyl}-3-methoxyurea